diphenylanilin C1(=CC=CC=C1)N(C1=CC=CC=C1)C1=CC=CC=C1